C(#N)C1=C(C=CC=C1)N1CCC(CC1)CNC([O-])=O [[1-(2-cyanophenyl)-4-piperidyl]methyl]carbamate